6-(difluoromethyl)-8-[1-(4-fluoro-2-methylsulfonyl-anilino)ethyl]-3-methyl-2-morpholino-quinazolin-4-one FC(C=1C=C2C(N(C(=NC2=C(C1)C(C)NC1=C(C=C(C=C1)F)S(=O)(=O)C)N1CCOCC1)C)=O)F